BrC=1C=CC(=C(C1)N1CCCCC1)[N+](=O)[O-] (5-bromo-2-nitrophenyl)piperidine